FC1=C(C=C(CC2=NNC(C3=CC=CC=C23)=O)C=C1)P1(CCN(CC1)C1=NC=CC=C1F)=O 4-(4-fluoro-3-(1-(3-fluoropyridin-2-yl)-4-oxido-1,4-azaphosphinan-4-yl)benzyl)phthalazin-1(2H)-one